OC1=C(C(=O)N[C@H](CC(N)=O)C(=O)N[C@@H](C)C(=O)OC)C=CC=C1 Methyl (2-hydroxybenzoyl)-D-asparaginyl-L-alaninate